[O-]P([O-])(=O)OP(=O)([O-])[O-].[Na+].[Na+].[Na+].[Na+] tetra-sodium pyro-phosphate